C1(CC1)NC(=O)C1=C(C=C(C=C1OC)C1=CN=C2N1C=C(C(=C2)C=2C=NN(C2)C)OC(C(=O)O)C)OC(F)F 2-[3-[4-(cyclopropyl-carbamoyl)-3-(difluoromethoxy)-5-methoxy-phenyl]-7-(1-methylpyrazol-4-yl)imidazo[1,2-a]pyridin-6-yl]oxypropanoic acid